triolein dilaurate C(CCCCCCCCCCC)(=O)O.C(CCCCCCCCCCC)(=O)O.O=C(CCCCCCC\C=C/CCCCCCCC)OCC(COC(CCCCCCC\C=C/CCCCCCCC)=O)OC(CCCCCCC\C=C/CCCCCCCC)=O